(4S)-N-(3-chloro-2,4-difluoro-phenyl)-1-(2-hydroxyethyl)-N-methyl-3-[6-methyl-4-(trifluoromethyl)-2-pyridyl]-2-oxo-imidazolidine-4-carboxamide ClC=1C(=C(C=CC1F)N(C(=O)[C@H]1N(C(N(C1)CCO)=O)C1=NC(=CC(=C1)C(F)(F)F)C)C)F